BrCC(C(CCCCCC#N)C=1C=C(C=CC1)CCC(=O)OCC)=O ethyl 3-(3-(1-bromo-8-cyano-2-oxooctan-3-yl)phenyl)propanoate